N1N=CC(=C1)CCNC1=NC(=NC(=C1C)C)C(=O)N[C@@H](C)C1=NC=CC=C1 (S)-4-((2-(1H-pyrazol-4-yl)ethyl)amino)-5,6-dimethyl-N-(1-(pyridin-2-yl)ethyl)pyrimidine-2-carboxamide